N-(3-{[2-(2-fluorophenyl)-4-[(methylamino)methyl]-1H-pyrrol-1-yl]sulfonyl}phenyl)morpholine-4-sulfonylamine hydrochloride Cl.FC1=C(C=CC=C1)C=1N(C=C(C1)CNC)S(=O)(=O)C=1C=C(C=CC1)NS(=O)(=O)N1CCOCC1